ClC=1C2=C(N=C(N1)C)N(C=C2)C 4-chloro-2,7-dimethyl-7H-pyrrolo[2,3-d]Pyrimidine